2-Ethyl-N-(((1s,4S)-1-hydroxy-4-(methylsulfonyl)cyclohexyl)methyl)-1-(2-methoxy-4-((R*)-3,3,3-trifluoro-2-methylpropyl)phenyl)-1H-imidazole-4-carboxamide C(C)C=1N(C=C(N1)C(=O)NCC1(CCC(CC1)S(=O)(=O)C)O)C1=C(C=C(C=C1)C[C@H](C(F)(F)F)C)OC |o1:29|